[C@@H]1(C=C[C@@H](CO)O1)N1C(=O)N=C(N)C=C1 2',3'-dideoxy-2',3'-didehydrocytidine